3-(6-bromopyridin-2-yl)-7-methoxy-6-(1-(trifluoromethyl)cyclopropyl)imidazo[1,2-a]pyridine BrC1=CC=CC(=N1)C1=CN=C2N1C=C(C(=C2)OC)C2(CC2)C(F)(F)F